S1C=NC(=C1)C=1OC2=C(C1)C=CC=C2N (thiazol-4-yl)benzofuran-7-amine